N1CNC=C1 4-imidazoline